4-hydroxy-3-methyl-benzaldehyde OC1=C(C=C(C=O)C=C1)C